FC(C=1C(=C(C=CC1)[C@@H](C)NC=1C2=C(N=C(N1)C)C=NC(=C2)N(CC=C)CC=C)F)F N4-{(1R)-1-[3-(difluoromethyl)-2-fluorophenyl]ethyl}-2-methyl-N6,N6-di(prop-2-en-1-yl)pyrido[3,4-d]pyrimidine-4,6-diamine